N-[(S)-1-(4-Fluoro-phenyl)-ethyl]-2-[3-(4-trifluoromethoxy-benzyl)-3H-imidazo[4,5-b]pyridine-2-sulfonyl]-acetamide FC1=CC=C(C=C1)[C@H](C)NC(CS(=O)(=O)C1=NC=2C(=NC=CC2)N1CC1=CC=C(C=C1)OC(F)(F)F)=O